(R)-N-(2-chloro-3-(3'-chloro-6-methoxy-5-((((5-oxopyrrolidin-2-yl)methyl)amino)methyl)-[2,4'-bipyridin]-2'-yl)phenyl)-5-((4-hydroxypiperidin-1-yl)methyl)-4-methoxypicolinamide ClC1=C(C=CC=C1C1=NC=CC(=C1Cl)C1=NC(=C(C=C1)CNC[C@@H]1NC(CC1)=O)OC)NC(C1=NC=C(C(=C1)OC)CN1CCC(CC1)O)=O